Cis-4-[(3,5-dichloro-2-pyridyl)oxy]-6'-fluoro-2'-oxo-spiro[cyclohexane-1,3'-indoline]-5'-carboxamide ClC=1C(=NC=C(C1)Cl)OC1CCC2(C(NC3=CC(=C(C=C23)C(=O)N)F)=O)CC1